Br.C(#N)C1=CC=C(C=C1)CCN 2-(4-cyanophenyl)ethylamine hydrobromide